FC(C(=O)O)(F)F.NCC(CN1N=NN(C1=O)C1=CC=C(C=C1)C=1C=CC(N(C1)CC)=O)=C(F)F 5-[4-[4-[2-(aminomethyl)-3,3-difluoro-allyl]-5-oxo-tetrazol-1-yl]phenyl]-1-ethyl-pyridin-2-one trifluoroacetate